CSCCOC=1C=C(/C=C/N2C(=CC(C=C2C)=O)C)C=CC1OC(F)F (E)-1-(3-methylthioethoxy-4-difluoromethoxystyryl)-2,6-dimethylpyridin-4(1H)-one